C(C=C)(=O)SC(CSC=1SC(=NN1)SCCCCC)CCC 2-acryloylthio-n-pentylthio-5-n-pentylthio-1,3,4-thiadiazole